4-(4-amino-3-(4-(4-fluorophenoxy)phenyl)-1H-pyrazolo[3,4-d]pyrimidin-1-yl)-[1,4'-bipiperidine]-1'-carboxylic acid tert-butyl ester C(C)(C)(C)OC(=O)N1CCC(CC1)N1CCC(CC1)N1N=C(C=2C1=NC=NC2N)C2=CC=C(C=C2)OC2=CC=C(C=C2)F